ClC1=NN(C=C1C(=O)NC1CCC(CC1)NC1=CC=CC=2N1C=C(N2)C(F)(F)F)CC(F)(F)F 3-chloro-N-[(1s,4s)-4-{[2-(trifluoromethyl)imidazo[1,2-a]pyridin-5-yl]amino}cyclohexyl]-1-(2,2,2-trifluoroethyl)-1H-pyrazole-4-carboxamide